C1(=CC=CC=C1)C1=C(C(=C(C=C1)C1=CC=CC=2[Se]C3=C(C21)C=CC=C3)C3=NN=NC=C3)C3=CC=CC=C3 [di(phenyl)triazinylphenyl]dibenzoselenophene